BrC1=C(C=C2C(NC=NC2=C1F)=O)Cl 7-bromo-6-chloro-8-fluoro-3H-quinazolin-4-one